C(C)(C)C1=C(NC2=CC=C(C=C12)C1CCNCC1)C1=CN=C2N1C=CN=C2 3-(3-isopropyl-5-(piperidin-4-yl)-1H-indol-2-yl)imidazo[1,2-a]pyrazine